diallylsebacate C(C=C)OC(CCCCCCCCC(=O)OCC=C)=O